C12COCC(CC1)N2C2=NC(=NC(=N2)N2[C@H](COCC2)C)C=2C(=NC(=NC2)N)C(F)F 5-(4-(3-oxa-8-azabicyclo[3.2.1]octan-8-yl)-6-((S)-3-methylmorpholino)-1,3,5-triazin-2-yl)-4-(difluoromethyl)pyrimidin-2-amine